(S)-4-(4-bromo-5-fluoro-2-nitrophenyl)-2-methylpiperazine-1-carboxylic acid tert-butyl ester C(C)(C)(C)OC(=O)N1[C@H](CN(CC1)C1=C(C=C(C(=C1)F)Br)[N+](=O)[O-])C